t-butylimino-tris(pyrrolidinyl)phosphorane C(C)(C)(C)N=P(N1CCCC1)(N1CCCC1)N1CCCC1